N-(2-chloro-3-((3-ethyl-5-methyl-4-oxo-3,4-dihydroquinazolin-6-yl)amino)-4-fluorophenyl)propane-1-sulfonamide trifluoroacetate FC(C(=O)O)(F)F.ClC1=C(C=CC(=C1NC=1C(=C2C(N(C=NC2=CC1)CC)=O)C)F)NS(=O)(=O)CCC